3''-chloro-2',3'-difluoro-2,2''-dimethoxy-[1,1':4',1''-terphenyl]-4-carbonitrile ClC=1C(=C(C=CC1)C1=C(C(=C(C=C1)C1=C(C=C(C=C1)C#N)OC)F)F)OC